OC=1C(=C(N=NC1)SC1=NC=C(C=N1)C)C(=N)N hydroxy-3-[(5-methylpyrimidin-2-yl)sulfanyl]pyridazine-4-carboxamidine